OCC1=C(OC=C1)CO bishydroxymethyl-furan